C(C1=CC=CC=C1)N(C(O)=O)CCCC[C@@H](C(N(CC1=C(C=CC=C1)C(F)(F)F)CC=1SC=CC1)=O)NC(=O)OC(C)(C)C.C1(CC1)C=1N=NSC1C(=O)NC1=C(C=C(C=C1)OC)OC 4-cyclopropyl-N-(2,4-dimethoxyphenyl)thiadiazole-5-carboxamide benzyl[(5S)-5-[(tert-butoxycarbonyl)amino]-6-oxo-6-{(2-thienylmethyl)[2-(trifluoromethyl)benzyl]amino}hexyl]carbamate